2-((6-cyanobenzo[d]thiazol-2-yl)amino)-4-(piperidin-4-yl)pyridine C(#N)C1=CC2=C(N=C(S2)NC2=NC=CC(=C2)C2CCNCC2)C=C1